C(#C)C1=CC=C(CN2CC(OCC2)C(=O)OC)C=C1 methyl 4-(4-ethynylbenzyl)morpholin-2-carboxylate